(R)-4-[1-(2,3-dimethylphenyl)ethyl]-1H-imidazole monohydrochloride Cl.CC1=C(C=CC=C1C)[C@@H](C)C=1N=CNC1